O1CCN(CC1)C1=CC=C(C=C1)NC=1N=CC2=C(N1)C(=CS2)C=2C=C(C=CC2)NC(C)=O N-(3-(2-(4-morpholinophenylamino)thieno[3,2-d]pyrimidin-7-yl)phenyl)acetamide